N1(N=CC=C1)C1=CC=C(C(=O)O)C=C1 4-(1H-pyrazolyl)benzoic acid